tert-butyl 4-(((1r,4r)-4-((2,2-dimethylpiperazin-1-yl)methyl)cyclohexyl)oxy)piperidine-1-carboxylate CC1(N(CCNC1)CC1CCC(CC1)OC1CCN(CC1)C(=O)OC(C)(C)C)C